2-{4-[7-(aminocarbonyl)-2H-indazol-2-yl]benzyl}-2,6-diazaspiro[3.5]nonane NC(=O)C1=CC=CC2=CN(N=C12)C1=CC=C(CN2CC3(C2)CNCCC3)C=C1